O=C1C(=CC2=C(N1)CSCC2)C2CCN(CC2)C(=O)OC(C)(C)C tert-butyl 4-(2-oxo-2,5,6,8-tetrahydro-1H-thiopyrano[3,4-b]pyridin-3-yl)piperidine-1-carboxylate